4-iodo-1H-pyrazolo[3,4-b]pyridine 7-oxide IC1=C2C(=[N+](C=C1)[O-])NN=C2